2-(azetidin-1-yl)-5-formylisonicotinonitrile N1(CCC1)C=1C=C(C#N)C(=CN1)C=O